rac-(3S,4S)-4-[7-(2-methoxy-4,6-dimethyl-phenyl)-1,8-naphthyridin-2-yl]pyrrolidin-3-ol COC1=C(C(=CC(=C1)C)C)C1=CC=C2C=CC(=NC2=N1)[C@H]1[C@@H](CNC1)O |r|